FC=1C=C(C=CC1F)[C@H]1[C@@H](C1)NC=1C2=C(N=C(N1)SCCC)N(N=N2)C2C(C(C(C2)OCCO)O)O 3-[7-[[(1r,2s)-2-(3,4-difluorophenyl)cyclopropyl]amino]-5-propylthiotriazolo[4,5-d]pyrimidin-3-yl]-5-(2-hydroxyethoxy)-1,2-cyclopentanediol